COC(C[C@@H](CCl)O)=O (S)-4-chloro-3-hydroxybutyric acid methyl ester